C(C=C)(=O)OCCCCCCCCCCC[SiH](C(Cl)(Cl)Cl)C acryloyloxyundecyltrichlorodimethylsilane